N-(3-(3-phenyl-1H-indol-2-yl)-1H-pyrazol-5-yl)-4-((1-methylpiperidin-4-yl)amino)benzamide C1(=CC=CC=C1)C1=C(NC2=CC=CC=C12)C1=NNC(=C1)NC(C1=CC=C(C=C1)NC1CCN(CC1)C)=O